tert-butyl (3R,4R)-4-(4-bromo-2-fluoro-phenyl)-3-methoxy-piperidine-1-carboxylate BrC1=CC(=C(C=C1)[C@@H]1[C@H](CN(CC1)C(=O)OC(C)(C)C)OC)F